ethyl 6,7-dihydro-4H-thieno[3,2-c]pyran-2-carboxylate S1C(=CC=2COCCC21)C(=O)OCC